1-(furo[3,2-c]pyridin-2-ylsulfonylamino)cyclopropanecarboxylic acid O1C(=CC=2C=NC=CC21)S(=O)(=O)NC2(CC2)C(=O)O